2-(4,5-dichloro-6-oxo-pyridazin-1-yl)-N-[5-(dimethylsulfamoyl)-2-hydroxy-4-methyl-phenyl]acetamide ClC=1C=NN(C(C1Cl)=O)CC(=O)NC1=C(C=C(C(=C1)S(N(C)C)(=O)=O)C)O